ClC=1C=C(C=C(C1)NS(=O)(=O)CC)NC(=O)C=1SC=C(C1)C1=NC=C(C=C1C)F N-(3-chloro-5-(ethylsulfonamido)phenyl)-4-(5-fluoro-3-methylpyridin-2-yl)thiophene-2-carboxamide